methyl 3-(2-(difluoromethyl)-5-methoxypyridin-4-yl)-5-(1-methyl-1H-pyrazol-3-yl)pyrazine-2-carboxylate FC(C1=NC=C(C(=C1)C=1C(=NC=C(N1)C1=NN(C=C1)C)C(=O)OC)OC)F